C(C)(C)(C)OC([C@H](CCN(CCCCC1=NC=2NCCCC2C=C1)C[C@@H](C)OC)NC=1C=NC=CC1)=O (S)-4-(((R)-2-methoxypropyl)(4-(5,6,7,8-tetrahydro-1,8-naphthyridin-2-yl)butyl)amino)-2-(pyridin-3-ylamino)butanoic acid tert-butyl ester